ClC=1C=C(C=CC1)\C=C(\CO)/F (Z)-3-(3-chlorophenyl)-2-fluoroprop-2-en-1-ol